5-bromo-2-(trifluoromethyl)-thiazole BrC1=CN=C(S1)C(F)(F)F